(1R,3aR,5aR,7S,9aS,11aR)-1-[(2R)-5-Bromo-6-hydroxy-6-methylheptan-2-yl]-3a,6,6,9a,11a-pentamethyl-2,3,3a,4,5,5a,6,7,8,9,9a,10,11,11a-tetradecahydro-1H-cyclopenta[1,2-a]phenanthren-7-ol BrC(CC[C@@H](C)[C@H]1CC[C@@]2([C@@]1(CCC=1[C@]3(CC[C@@H](C([C@@H]3CCC21)(C)C)O)C)C)C)C(C)(C)O